1,5-di-tert-butyl-4-hydroxy-hydrocinnamate C(C)(C)(C)C1(CCC(=O)[O-])CC=C(C(=C1)C(C)(C)C)O